C1(=CC=C(C=C1)SC=1SC=2N=C3N(C(C2N1)=O)CCC3)C 2-(4-tolylthio)-6,7-dihydropyrrolo[1,2-a]thiazolo[5,4-d]pyrimidin-9(5H)-one